5-methyl-4-phenyl-pyrido[3,2-b]indole CN1C2=C(C=3C=CC=CC13)N=CC=C2C2=CC=CC=C2